DODECAHYDROSQUALENE CC(C)CCCC(C)CCCC(C)CCCCC(C)CCCC(C)CCCC(C)C